(6-aminopyridin-3-yl)pyrrolidine-1-carboxylic acid tert-butyl ester C(C)(C)(C)OC(=O)N1C(CCC1)C=1C=NC(=CC1)N